(R)-2-chloro-4-((1-methyl-3-((1-methylpyrrolidin-2-yl)methyl)-2-oxo-2,3-dihydro-1H-benzo[d]imidazol-5-yl)amino)nicotinonitrile ClC1=C(C#N)C(=CC=N1)NC1=CC2=C(N(C(N2C[C@@H]2N(CCC2)C)=O)C)C=C1